N-(3-fluorophenyl)-2-(1H-imidazol-1-yl)-6-isopropylpyrimidine-4-carboxamide FC=1C=C(C=CC1)NC(=O)C1=NC(=NC(=C1)C(C)C)N1C=NC=C1